[Cl-].C[N+](CCNC(C(=C)C)=O)(C)C trimethyl-[2-(2-methylprop-2-enoylamino)ethyl]ammonium chloride